1-benzylsulfanyl-2-nitro-3-(trifluoromethoxy)benzene C(C1=CC=CC=C1)SC1=C(C(=CC=C1)OC(F)(F)F)[N+](=O)[O-]